C(C1=CC=CC=C1)C1NC(CC12CCN(CC2)C2CC1CCC(C2)N1C1=NC(=NO1)C)=O 1-benzyl-8-(8-(3-methyl-1,2,4-oxadiazol-5-yl)-8-azabicyclo[3.2.1]oct-3-yl)-2,8-diazaspiro[4.5]decan-3-one